(2S,3S)-methyl 7-methyl-2,3-diphenyl-1,4-dioxaspiro[4.4]nonane-7-carboxylate CC1(CC2(O[C@H]([C@@H](O2)C2=CC=CC=C2)C2=CC=CC=C2)CC1)C(=O)OC